ClC=1C=C(C=CC1)[C@H](C)NC(=O)C=1C=NC2=C(N=C(C=C2C1N1CCN[C@H](CC1)C)C)C1CC1 N-[(S)-1-(m-chlorophenyl)ethyl]-4-[(S)-5-methyl-1,4-diazepan-1-yl]-8-cyclopropyl-6-methyl-1,7-diaza-3-naphthamide